4-(1,3-dimethyl-7-morpholino-2-oxo-1,2-dihydroquinolin-5-yl)-7-(1-methyl-1H-pyrazol-4-yl)-3,4-dihydro-2H-pyrido[4,3-b][1,4]thiazine 6-oxide 1,1-dioxide CN1C(C(=CC2=C(C=C(C=C12)N1CCOCC1)N1C2=C(S(CC1)(=O)=O)C=C([N+](=C2)[O-])C=2C=NN(C2)C)C)=O